N1N=CC2=CC(=CC=C12)\C=C/1\C(N(C(=N1)N[C@@H]1COCCC1)C)=O (5Z)-5-(1H-Indazol-5-ylmethylene)-3-methyl-2-[[(3S)-tetrahydropyran-3-yl]amino]imidazol-4-one